4,4'-thiobis-(6-t-butylphenol) S(C1=CC=C(C(=C1)C(C)(C)C)O)C1=CC=C(C(=C1)C(C)(C)C)O